(S)-S-(2-((tert-butoxycarbonyl)amino)propyl) ethanethioate C(C)(SC[C@H](C)NC(=O)OC(C)(C)C)=O